CC1(OC(O[C@@H]1C1=CC=C(C=C1)C(F)(F)F)=O)C (R)-4,4-dimethyl-5-(4-(trifluoromethyl)phenyl)-1,3-dioxolan-2-one